BrCC(=O)C1=CC(=C(C=C1)C)[N+](=O)[O-] 2-bromo-1-(4-methyl-3-nitrophenyl)ethan-1-one